(3R)-N-((1R)-2-((3,5-difluoro-4-(trimethylsilyl)phenyl)amino)-1-(4-(methoxymethyl)phenyl)-2-oxoethyl)-5-oxopyrrolidine-3-carboxamide FC=1C=C(C=C(C1[Si](C)(C)C)F)NC([C@@H](C1=CC=C(C=C1)COC)NC(=O)[C@H]1CNC(C1)=O)=O